racemic-N-methyl-1-(6-(pyridin-4-yl)-1,3,4,5-tetrahydrobenzo[c]oxepin-1-yl)methanamine CNC[C@@H]1OCCCC2=C1C=CC=C2C2=CC=NC=C2 |r|